ClC1=CC=C(CN2C(=NC=3N(C(N(C(C23)=O)CCCCO)=O)C)C#CCOC2CCC2)C=C1 7-(4-chlorobenzyl)-8-(3-Cyclobutoxyprop-1-yn-1-yl)-1-(4-hydroxybutyl)-3-methyl-3,7-dihydro-1H-purine-2,6-dione